Ethyl 2-{[(2R)-1,4-dioxan-2-yl]methyl}-8-(trifluoromethyl)-4,5-dihydro-2H-furo[2,3-g]indazol-7-carboxylat O1[C@@H](COCC1)CN1N=C2C3=C(CCC2=C1)OC(=C3C(F)(F)F)C(=O)OCC